N-((3S,4R)-3-fluoro-1-(oxetan-3-yl)piperidin-4-yl)-5-(1-((S)-2-fluoropropyl)-1H-benzo[d][1,2,3]triazol-6-yl)-4-methoxypyrrolo[2,1-f][1,2,4]triazin-2-amine F[C@H]1CN(CC[C@H]1NC1=NN2C(C(=N1)OC)=C(C=C2)C=2C=CC1=C(N(N=N1)C[C@H](C)F)C2)C2COC2